methylene 1,1-ethanedisulfonate C1(C)S(=O)(=O)OCOS1(=O)=O